COCCOC1=NC(=NC(=C1)C1=CN=CN1C)C(=O)NC=1C=NC(=CC1)C(F)(F)F 4-(2-methoxyethoxy)-6-(1-methyl-1H-imidazol-5-yl)-N-(6-(trifluoromethyl)pyridin-3-yl)pyrimidine-2-carboxamide